BrC1=CC=C(C=C1)C([C@@H](C(=O)OC)N(C)C(=O)OC(C)(C)C)(C)C methyl (S)-3-(4-bromophenyl)-2-(tert-butoxycarbonyl (methyl) amino)-3-methylbutanoate